3β-methyl-pregnan-20-one C[C@@H]1CC2CC[C@H]3[C@@H]4CC[C@H](C(C)=O)[C@]4(CC[C@@H]3[C@]2(CC1)C)C